ClC1=NC=C(C(=N1)NC1CCN(CC1)C(=O)OC(C)(C)C)CNC1=C(C=CC=C1C)F tert-Butyl 4-[[2-chloro-5-[(2-fluoro-6-methyl-anilino)methyl]pyrimidin-4-yl]amino]piperidine-1-carboxylate